6-((1r,4r)-4-(1-methyl-3-(trifluoromethyl)-1H-pyrazol-5-yl)cyclohexyl)-2-thia-6-azaspiro[3.4]octane 2,2-dioxide CN1N=C(C=C1C1CCC(CC1)N1CC2(CS(C2)(=O)=O)CC1)C(F)(F)F